2-([1,1'-biphenyl]-3-yl)-4-chloro-6-(6-phenyldibenzo[b,d]furan-4-yl)-1,3,5-triazine C1(=CC(=CC=C1)C1=NC(=NC(=N1)Cl)C1=CC=CC2=C1OC1=C2C=CC=C1C1=CC=CC=C1)C1=CC=CC=C1